N[C@@H](CCCCNC(=O)N)C(=O)[O-] homocitrullinate